C(C)C1=NC(=NC(=C1S(=O)(=O)N1CC2(C1)CN(C2)C[C@@H]2COCC2)C)C(F)(F)F |r| 2-[4-ethyl-6-methyl-2-(trifluoromethyl)pyrimidin-5-yl]sulfonyl-6-[[rac-(3R)-oxolan-3-yl]methyl]-2,6-diazaspiro[3.3]heptane